3,6-dichloropyran-4-one ClC1=COC(=CC1=O)Cl